3-[1-(Hydroxymethyl)-1-methyl-butyl]sulfanyltridecanal OCC(CCC)(C)SC(CC=O)CCCCCCCCCC